CC(CC1(CCCC1)C(=O)NC=1SC2=C(N1)C=CC(=C2)OC(F)(F)F)C 1-(2-methylpropyl)-N-[6-(trifluoromethoxy)-1,3-benzothiazol-2-yl]cyclopentane-1-carboxamide